C(C)(C)C1=CC(=C(C=C1)NC1C(N(CCC1)C1=CC=C(C=C1)[C@H](CC(=O)O)C)=O)C(F)(F)F (3S)-3-(4-(3-((4-isopropyl-2-(trifluoromethyl)phenyl)amino)-2-oxopiperidin-1-yl)phenyl)butanoic acid